C(C)(=O)SCC(C(=O)N[C@@H]1CC(=O)NCCC1)CC1=CC=CC=C1 3(S)-[2-(acetylthiomethyl)-3-phenyl-propionyl]amino-epsilon-caprolactam